C(C)N1C=C(C(C(=C1)C1=CC=C(C=C1)F)=O)C(=O)N 1-ethyl-5-(4-fluorophenyl)-4-oxo-1,4-dihydropyridine-3-carboxamide